(S)-Methyl 2-(((3-(4-cyano-1H-pyrazol-1-yl)-1-((4-cyano-3-(trifluoromethyl)phenyl)amino)-2-methyl-1-oxopropan-2-yl)oxy)methyl)acrylate C(#N)C=1C=NN(C1)C[C@](C(=O)NC1=CC(=C(C=C1)C#N)C(F)(F)F)(C)OCC(C(=O)OC)=C